COC1=CC=C(C=C1)NC1=NC=2N(C(=C1)NC)N=CC2NC(=O)NC 1-(5-((4-methoxyphenyl)amino)-7-(methylamino)pyrazolo[1,5-a]pyrimidin-3-yl)-3-methylurea